7,8,4'-trihydroxyflavone OC1=CC=C2C(C=C(OC2=C1O)C1=CC=C(C=C1)O)=O